CC1=NC2=C(N1C(C)C)SC(=C2C)C2=NC(=NC=C2F)NC2=NC=CC=C2 4-(2,6-Dimethyl-3-propan-2-ylthieno[2,3-d]imidazol-5-yl)-5-fluoro-N-pyridin-2-ylpyrimidin-2-amine